Zinc(ii) N-hydroxyiminodiacetate ON(CC(=O)[O-])CC(=O)[O-].[Zn+2]